N-(7-(2-(1-amino-2-(3,5-difluorophenyl)ethyl)-6-oxo-5,6-dihydro-1,5-naphthyridin-3-yl)-4-chloro-1-methyl-1H-indazol-3-yl)methanesulfonamide NC(CC1=CC(=CC(=C1)F)F)C1=NC=2C=CC(NC2C=C1C=1C=CC(=C2C(=NN(C12)C)NS(=O)(=O)C)Cl)=O